2-methyl-9,10-bis(2-ethylhexyloxycarbonyloxy)anthracene CC1=CC2=C(C3=CC=CC=C3C(=C2C=C1)OC(=O)OCC(CCCC)CC)OC(=O)OCC(CCCC)CC